((6-ethoxybenzo[d]thiazol-2-yl)amino)-N-(4-(2-(hydroxyamino)-2-oxoethyl)benzyl)acetamide C(C)OC1=CC2=C(N=C(S2)NCC(=O)NCC2=CC=C(C=C2)CC(=O)NO)C=C1